(1R,5S,6r)-6-[4-(3-methoxyphenyl)-5,5-dimethyl-4,5-dihydro-1,2,4-oxadiazol-3-yl]-3-azabicyclo[3.1.0]Hexane TFA salt OC(=O)C(F)(F)F.COC=1C=C(C=CC1)N1C(=NOC1(C)C)C1[C@H]2CNC[C@@H]12